C(=O)O.CN([C@@H]1[C@H](CC[C@@H](C1)C1=CC(=CC=C1)C(F)(F)F)OC1=CC(=C(C=C1)S(=O)(=O)NC1=NC=NC=C1)F)C 4-(((1S,2S,4S)-2-(Dimethylamino)-4-(3-(trifluoromethyl)phenyl)cyclohexyl)oxy)-2-fluoro-N-(pyrimidin-4-yl)benzenesulfonamide Formate